7-formyl-1-methyl-1H-pyrrolo[3,2-b]pyridine-5-carbonitrile C(=O)C1=C2C(=NC(=C1)C#N)C=CN2C